N4-[5-bromo-4-fluoro-2-[(3R,5S)-3,4,5-trimethylpiperazin-1-yl]phenyl]-6-chloro-pyrimidine-4,5-diamine BrC=1C(=CC(=C(C1)NC1=NC=NC(=C1N)Cl)N1C[C@H](N([C@H](C1)C)C)C)F